CN1CCC(CC1)C(=O)OCCOCCOCCOCCOCCN(CCCCCCCC)C(C(COCCCCCCOC(C(CCCCCCCC)CCCCCC)=O)OCCCCCCOC(C(CCCCCCCC)CCCCCC)=O)=O 2-[2-[2-[2-[2-[2,3-bis[6-(2-hexyldecanoyloxy) hexoxy] propanoyl-octylamino]ethoxy]ethoxy] ethoxy]ethoxy]ethyl 1-methylpiperidine-4-carboxylate